BrC1=CC(=CS1)C(C)O 1-(5-bromothiophene-3-yl)ethane-1-ol